O([C@@H]1[C@H](O)[C@@H](O)[C@H](O)CO1)C1=CC=C(C=C1)\C=C\C1=CC(=CC(=C1)O)O 4-[(E)-2-(3,5-dihydroxy-phenyl)ethenyl]phenyl α-D-xylopyranoside